(R)-2-(3-(7-(4-Chloro-3-(trifluoromethyl)benzoyl)-2-(isopropylamino)-6-methyl-4-oxo-5,6,7,8-tetrahydropyrido[3,4-d]pyrimidin-3(4H)-yl)cyclobutyl)-N-methyl-acetamide ClC1=C(C=C(C(=O)N2CC=3N=C(N(C(C3C[C@H]2C)=O)C2CC(C2)CC(=O)NC)NC(C)C)C=C1)C(F)(F)F